FC=1C=C2N(C(C(N(C2=CC1)C1CCN(CC1)C1=NC=C(C=N1)NC(C)=O)=O)=O)C N-(2-(4-(6-fluoro-4-methyl-2,3-dioxo-3,4-dihydroquinoxalin-1(2H)-yl)piperidin-1-yl)pyrimidin-5-yl)acetamide